ClCCSCCCCCSCCCl 1,5-bis(2-chloroethylsulfanyl)pentane